2,4-bis(p-methoxyphenyl)-5-phenyl-imidazole COC1=CC=C(C=C1)C=1NC(=C(N1)C1=CC=C(C=C1)OC)C1=CC=CC=C1